N7-[(4S)-1,1-dioxo-3,4-dihydro-2H-thiochromen-4-yl]-2-(methoxymethyl)pyrazolo[1,5-a]pyrimidine-3,7-dicarboxamide O=S1(CC[C@@H](C2=CC=CC=C12)NC(=O)C1=CC=NC=2N1N=C(C2C(=O)N)COC)=O